C(C)(C)(C)C1=CC=C(C=C1)C1CN(C1)C(=O)OC(C)(C)C tert-Butyl 3-(4-tert-butylphenyl)azetidine-1-carboxylate